(R)-4-(4-amino-2-(4-(2-fluoroacryloylamino)phenyl)-7-(3-(3-fluoropyrrolidin-1-yl)prop-1-yn-1-yl)-1-methyl-1H-pyrrolo[3,2-c]pyridin-3-yl)-2-methoxy-N-(2,2,2-trifluoroethyl)benzamide NC1=NC=C(C2=C1C(=C(N2C)C2=CC=C(C=C2)NC(C(=C)F)=O)C2=CC(=C(C(=O)NCC(F)(F)F)C=C2)OC)C#CCN2C[C@@H](CC2)F